Xanthen-9-one C1=CC=CC=2OC3=CC=CC=C3C(C12)=O